ClC=1C=C(OC2=CC=NC3=CC(=C(C=C23)C(=O)N)OC)C=CC1NC(=O)NC1CC1 4-(3-chloro-4-(cyclopropylaminocarbonyl)aminophenoxy)-7-methoxy-6-quinolinecarboxamide